[1-[4-[Methyl(tetrahydropyran-4-yl)amino]-5-oxido-6,7-dihydrothieno[3,2-d]pyrimidin-5-ium-2-yl]azetidin-3-yl]-2-fluorobenzoat CN(C=1C2=C(N=C(N1)N1CC(C1)OC(C1=C(C=CC=C1)F)=O)CC[S+]2[O-])C2CCOCC2